ClC1=C(C(C2=CC=CC=C2C1=O)=O)NCC1=CC=C(C(=O)NC2=CC=C(C=C2)O)C=C1 4-(((3-Chloro-1,4-dioxo-1,4-dihydronaphthalin-2-yl)amino)methyl)-N-(4-hydroxyphenyl)benzamid